BrC(C(=O)N1CCOCC1)(F)F 2-bromo-2,2-difluoro-1-morpholinoethanone